FC1=C(C=CC2=C1N=C(O2)C2=CC=C(N)C=C2)F 4-(4,5-difluoro-1,3-benzooxazol-2-yl)aniline